6-bromo-1,5-dimethyl-1,3-dihydroisobenzofuran BrC1=C(C=C2COC(C2=C1)C)C